BrCC12CC(C1)C2 bromomethyl-bicyclo[1.1.1]pentane